C(CCCCCCCC=CCCCCCCCC)N octadec-9-en-1-amine